[C@H]1([C@H](CCCC1)NCC1=CC=CC(=N1)C(=O)O)NCC1=CC=CC(=N1)C(=O)O 6,6'-((((1S,2S)-cyclohexane-1,2-diyl)bis(azanediyl))bis(methylene))dipicolinic acid